6-(5-{[(3,5-difluoro-2-methoxy-phenyl)methyl]carbamoyl}-6-methoxy-pyridin-3-yl)-N-methyl-1H-indazole-3-carboxamide FC=1C(=C(C=C(C1)F)CNC(=O)C=1C=C(C=NC1OC)C1=CC=C2C(=NNC2=C1)C(=O)NC)OC